2-(4-isopropoxy-3-(trifluoromethyl)phenyl)-5-(2-methoxyphenyl)pyrimidine C(C)(C)OC1=C(C=C(C=C1)C1=NC=C(C=N1)C1=C(C=CC=C1)OC)C(F)(F)F